C(C=1C(C(=O)O)=C(C(C(=O)O)=CC1)CCCCCCCCC1=C(C(C(=O)N)=CC=C1C(=O)O)C(=O)O)(=O)N octamethylenebistrimellitic amide